(2R,4R)-1-(3-chloro-2-fluorobenzyl)-4-((5-fluoro-6-(3-hydroxyoxetan-3-yl)-2-((5-methyl-1H-pyrazol-3-yl)amino)pyrimidin-4-yl)methyl)-2-methylpiperidine-4-carboxylic acid ClC=1C(=C(CN2[C@@H](C[C@@](CC2)(C(=O)O)CC2=NC(=NC(=C2F)C2(COC2)O)NC2=NNC(=C2)C)C)C=CC1)F